COC=1C(OC(=CC1NC1=CC=CC=C1)C(=O)O)=O 3-methoxy-2-oxo-4-(phenylamino)-2H-pyran-6-carboxylic acid